BrC=1C=CC(=NC1)N1CC2=CC=CC=C2CC1 2-(5-bromopyridin-2-yl)-1,2,3,4-tetrahydroisoquinoline